1,1-bis(4-aminophenyl)cyclohexane NC1=CC=C(C=C1)C1(CCCCC1)C1=CC=C(C=C1)N